CC(=CCC/C(=C/CC/C(=C/CC/C(=C/CC/C(=C/CC/C(=C/CC/C(=C/CC/C(=C/CC/C(=C/CC/C(=C/CC/C(=C/CC/C(=C/CC/C(=C/CC/C(=C/CC/C(=C/CC/C(=C/CC/C(=C/COP(=O)(O)OP(=O)(O)O)/C)/C)/C)/C)/C)/C)/C)/C)/C)/C)/C)/C)/C)/C)/C)/C)C The molecule is a polyprenol diphosphate compound having seventeen prenyl units with undefined stereochemistry about the double bonds. It has a role as a Saccharomyces cerevisiae metabolite.